N1C(=CC2=CC=CC=C12)C=1C(NC2=CC=CC=C2C1)=O indolylquinolone